ClC1=CC=C(S1)C(=O)N1C(C2=C(N=C(N=C2)C2=NC=CC=C2)CC1)C (5-chloro-2-thienyl)-[5-methyl-2-(2-pyridyl)-7,8-dihydro-5H-pyrido[4,3-d]pyrimidin-6-yl]methanone